4-methyl-2-(1-methylethyl)-3-pyridineamine CC1=C(C(=NC=C1)C(C)C)N